ClC=1C=C(C=CC1OC)C=1C=C2C=NNC2=CC1 5-(3-chloro-4-methoxyphenyl)-1H-indazole